5,5-bis-(methoxymethyl)-1,3,6-cycloheptatriene COCC1(C=CC=CC=C1)COC